C(CCCCCCCCCCCCCCCCC)(=O)O.CC=1O[C@@H]([C@H]([C@@H](C1)O)O)CO.C(CCCCCCCCCCCCCCCCC)(=O)O.C(CCCCCCCCCCCCCCCCC)(=O)O.CC=1O[C@@H]([C@H]([C@@H](C1)O)O)CO methyl-glucal sesquistearate